3'-O-(α-L-arabinofuranosyl)-5-propargylamino-2'-deoxycytidine-5'-triphosphate P(O)(=O)(OP(=O)(O)OP(=O)(O)O)OC[C@@H]1[C@H](C[C@@H](O1)N1C(=O)N=C(N)C(=C1)NCC#C)O[C@H]1[C@H](O)[C@@H](O)[C@@H](O1)CO